C(C=C)N(C(OC(C)(C)C)=O)CC(CC(=C)B1OC(C(O1)(C)C)(C)C)O[Si](C)(C)C(C)(C)C tert-butyl N-allyl-N-[2-[tert-butyl(dimethyl)silyl]oxy-4-(4,4,5,5-tetramethyl-1,3,2-dioxaborolan-2-yl)pent-4-enyl]carbamate